ClC=1C=C2CCN([C@@H](C2=CC1)C)C=1N=C(C2=C(N1)CCS2=O)NC2(CCC2)CO ((R)-6-chloro-1-methyl-3,4-dihydroisoquinolin-2(1H)-yl)-4-((1-(hydroxymethyl)cyclobutyl)amino)-6,7-dihydrothieno[3,2-d]pyrimidine 5-oxide